tetracyano-p-benzoquinone C(#N)C1=C(C(C(=C(C1=O)C#N)C#N)=O)C#N